N-(4-bromobenzyl)-4-methyl-3-(5-(1-(naphthalen-1-yl)ethyl)-1,2,4-oxadiazol-3-yl)aniline BrC1=CC=C(CNC2=CC(=C(C=C2)C)C2=NOC(=N2)C(C)C2=CC=CC3=CC=CC=C23)C=C1